2,2,2-trichloroethyl (2-(5-bromo-2H-pyrazolo[3,4-b]pyridin-2-yl)pyridin-4-yl)carbamate BrC1=CC=2C(N=C1)=NN(C2)C2=NC=CC(=C2)NC(OCC(Cl)(Cl)Cl)=O